FC=1C=CC(=C(C1)C1=CNC(C2=CC(=CC=C12)O[C@@H](C(=O)N1[C@H](COCC1)CO)C)=O)C 4-(5-fluoro-2-methylphenyl)-7-(((R)-1-((S)-3-(hydroxymethyl)morpholino)-1-oxopropan-2-yl)oxy)isoquinolin-1(2H)-one